BrC1=CC=CC=2[C@H]3[C@@H](OC21)C[C@H]([C@@H]3\C=C\[C@H]([C@H](CC#CC)C)O)O (1R,2R,3aS,8bS)-5-bromo-1-((3S,4S,E)-3-hydroxy-4-methyloct-1-en-6-yn-1-yl)-2,3,3a,8b-tetrahydro-1H-cyclopenta[b]benzofuran-2-ol